ClC=1C=C(C=CC1OCC1CC1)C1=CC(=NC=N1)C(=O)O 6-(3-chloro-4-(cyclopropylmethoxy)-phenyl)pyrimidine-4-carboxylic acid